(2S,3S)-2-[(2S)-2-amino-3-{1H-pyrrolo[2,3-b]pyridin-3-yl}propanamido]-N,3-dimethylpentanamide N[C@H](C(=O)N[C@H](C(=O)NC)[C@H](CC)C)CC1=CNC2=NC=CC=C21